N[C@H](C(=O)O)CCSC (2s)-2-amino-4-(methylsulfanyl)butanoic acid